8-Methyl-2-(3-methyl-1-benzothiophen-2-yl)-5-[(1S)-1-phenylethoxy]quinoline CC=1C=CC(=C2C=CC(=NC12)C=1SC2=C(C1C)C=CC=C2)O[C@@H](C)C2=CC=CC=C2